(2E)-2-[(furan-2-yl)methylidene]butanal O1C(=CC=C1)\C=C(\C=O)/CC